CS(=O)(=O)OCCC1OC(OC1)(CCCCCCC\C=C/C\C=C/CCCCC)CCCCCCC\C=C/C\C=C/CCCCC 2-(2,2-di((8Z,11Z)-Heptadeca-8,11-dien-1-yl)-1,3-dioxolan-4-yl)ethyl methanesulfonate